(P)-4-(2,3-dimethylphenyl)-7-(4-methyl-1,3-thiazol-5-yl)-2-(2-(2-propenoyl)-2,6-diazaspiro[3.4]octan-6-yl)-1,5-naphthyridine-3-carbonitrile CC1=C(C=CC=C1C)C1=C(C(=NC2=CC(=CN=C12)C1=C(N=CS1)C)N1CC2(CN(C2)C(C=C)=O)CC1)C#N